ClC=1C(N(C(=CC1OC(C)C1=NC=C(C=C1F)F)C)C1=CC(=NC=C1C)C=1N=C(SC1)C(C(=O)N)(C)C)=O 2-(4-(3-chloro-4-(1-(3,5-difluoropyridin-2-yl)ethoxy)-5',6-dimethyl-2-oxo-2H-[1,4'-bipyridyl]-2'-yl)thiazol-2-yl)-2-methylpropionamide